(5-chloro-1-(2,4-dichlorobenzyl)-1H-indol-2-yl)(4-(pyrimidin-2-yl)piperazin-1-yl)methanone ClC=1C=C2C=C(N(C2=CC1)CC1=C(C=C(C=C1)Cl)Cl)C(=O)N1CCN(CC1)C1=NC=CC=N1